FC(C(=O)O)(F)F.N1=CNC(C=C1)=O pyrimidin-4(3H)-one trifluoroacetate